N-Boc-3-methyl-D-phenylalanine C(=O)(OC(C)(C)C)N[C@H](CC1=CC(=CC=C1)C)C(=O)O